(E)-3-(3-(methoxymethoxy)-4-(4,4,5,5-tetramethyl-1,3,2-dioxaborolan-2-yl)phenyl)-N-methylacrylamide COCOC=1C=C(C=CC1B1OC(C(O1)(C)C)(C)C)/C=C/C(=O)NC